FC1=C(C=C(C(=C1)F)F)CNC(N)=S N'-[1-(2,4,5-trifluorophenyl)methyl]Thiourea